2-(1-((2-(3,5-dichloro-phenyl)-6-((2-(4-(3-(methylsulfonyl)butyl)piperazin-1-yl)pyrimidin-5-yl)oxy)pyridin-4-yl)methyl)piperidin-4-yl)acetic acid ClC=1C=C(C=C(C1)Cl)C1=NC(=CC(=C1)CN1CCC(CC1)CC(=O)O)OC=1C=NC(=NC1)N1CCN(CC1)CCC(C)S(=O)(=O)C